ClC1=CC=C(/C=C/C2=NN=C(S2)N)C=C1 (E)-5-(4-chlorostyryl)-1,3,4-thiadiazol-2-amine